OC1C(C[C@@]2(C=3C(=NC(=CC3)OC)C[C@H]1C2=O)C(=O)O)C([2H])([2H])[2H] |r| racemic-(5s,9r)-8-hydroxy-2-methoxy-7-(methyl-d3)-11-oxo-7,8,9,10-tetrahydro-5,9-methanocycloocta[b]pyridine-5(6H)-carboxylic acid